5-(2-((cis-3-methoxycyclobutyl)amino)-7H-pyrrolo[2,3-d]pyrimidin-5-yl)-N-((R)-1,1,1-trifluoropropan-2-yl)pyrazolo[1,5-a]pyridine-3-carboxamide CO[C@H]1C[C@H](C1)NC=1N=CC2=C(N1)NC=C2C2=CC=1N(C=C2)N=CC1C(=O)N[C@@H](C(F)(F)F)C